5-(4-(4-((5-hydroxypentyl)oxy)-phenyl)piperidin-1-yl)-3-(trifluoromethyl)picolinonitrile OCCCCCOC1=CC=C(C=C1)C1CCN(CC1)C=1C=C(C(=NC1)C#N)C(F)(F)F